[I-].C(C)N1C=[N+](C=C1)C 1-ethyl-3-methyl-imidazolium iodide